6-chloro-2-diethylamino-4-phenoxy-1-acryloyloxynaphthalene ClC=1C=C2C(=CC(=C(C2=CC1)OC(C=C)=O)N(CC)CC)OC1=CC=CC=C1